CO\C=C\1/C(OC2=C1C=CC=C2)=O (Z)-3-(methoxymethylene)benzofuran-2(3H)-one